tert-butyl (trans-4-(3-ethyl-1-(5-(2-methoxypyrimidin-5-yl)pyrazin-2-yl)ureido)cyclohexyl)carbamate C(C)NC(N(C1=NC=C(N=C1)C=1C=NC(=NC1)OC)[C@@H]1CC[C@H](CC1)NC(OC(C)(C)C)=O)=O